O1COC2=C1C=CC(=C2)C2=CC=C(C=C2)N2N=NC(=C2)C=2C=C(C(=O)O)C=CC2 3-(1-(4-(Benzo[d][1,3]dioxol-5-yl)phenyl)-1H-1,2,3-triazol-4-yl)benzoic acid